C1=CC=C(C=C1)C2=C(C(=O)C3=CC=CC=C3O2)O The molecule is a monohydroxyflavone that is the 3-hydroxy derivative of flavone. It is a monohydroxyflavone and a member of flavonols. It is a conjugate acid of a flavonol(1-).